[I-].CC1(C=[N+](C2=CC=CC=C12)CCC)C 3,3-dimethyl-1-propyl-3H-indol-1-ium iodide